C(C(C)C)(=O)NC=1NC(C=2N=CN([C@H]3[C@](O)([C@H](O)[C@@H](CO)O3)C(C3=CC=CC=C3)=O)C2N1)=O N2-isobutyryl-2'-benzoylGuanosine